tert-butyl 3-[(methanesulfonyloxy)methyl]-3-methylazetidine-1-carboxylate CS(=O)(=O)OCC1(CN(C1)C(=O)OC(C)(C)C)C